1-(1-(6,8-difluoro-1-oxo-1,2-dihydroisoquinolin-4-yl)ethyl)-3-(4-fluorophenyl)-1-methyl-urea FC=1C=C2C(=CNC(C2=C(C1)F)=O)C(C)N(C(=O)NC1=CC=C(C=C1)F)C